C(C)OC(C1=C(C(=CC=C1C(N(C1=C(C=CC=C1C(C)C)C(C)C)C(C)=O)=O)C)NC1=C(C=CC=C1C(C)C)C(C)C)=O 6-(acetyl-(2,6-diisopropylphenyl)carbamoyl)-2-((2,6-diisopropylphenyl)amino)-3-methylbenzoic acid ethyl ester